N-(1-(2-(imidazo[1,2-a]pyridin-3-yl)acetyl)indolin-6-yl)-3-((4-methylpiperazin-1-yl)methyl)-5-(trifluoromethyl)benzamide N=1C=C(N2C1C=CC=C2)CC(=O)N2CCC1=CC=C(C=C21)NC(C2=CC(=CC(=C2)C(F)(F)F)CN2CCN(CC2)C)=O